1,1-diiodopentane IC(CCCC)I